N-(2-[[(2S)-2-methylpyrrolidin-1-yl]methyl]-1-[[2-(trimethylsilyl)ethoxy]methyl]pyrrolo[3,2-c]pyridin-6-yl)-4-[1-(pyridin-4-yl)ethyl]benzamide C[C@@H]1N(CCC1)CC1=CC=2C=NC(=CC2N1COCC[Si](C)(C)C)NC(C1=CC=C(C=C1)C(C)C1=CC=NC=C1)=O